C(=O)(OC(\C=C\C1=CC(OC)=C(O)C=C1)=O)C(O)C(O)C(=O)[O-] feruloyl monotartrate